C(C)(C)(C)OC(=O)N[C@@H](CC1=CC=CC=C1)C(=O)OCC(CCCCCCCC)CCCCCCCC 2-Octyldecyl (tert-butoxycarbonyl)-L-phenylalaninate